4-methyl-pentanoic acid ethyl ester hydrochloride Cl.C(C)OC(CCC(C)C)=O